methyl 5-(8-bromo-6-methyl-5-oxo-5,6-dihydro-2,6-naphthyridin-3-yl)picolinate BrC1=CN(C(C=2C=C(N=CC12)C=1C=CC(=NC1)C(=O)OC)=O)C